C(C)(C)(C)OC(=O)NC[B-](F)(F)F.[K+] potassium [[(tert-Butoxycarbonyl) amino]methyl]trifluoroborate